O1C(=NC2=C1C=CC=C2)C2=C1C=C(N=CC1=C(N=C2)O)NC(=O)C2CC2 N-(5-(benzo[d]oxazol-2-yl)-8-hydroxy-2,7-naphthyridin-3-yl)cyclopropanecarboxamide